4-(6-nitroquinoline-2-yl)benzonitrile [N+](=O)([O-])C=1C=C2C=CC(=NC2=CC1)C1=CC=C(C#N)C=C1